(R)-3-p-toluenesulfonyl-tetrahydrofuran Tert-Butyl-N-methyl-N-[1-[[[2-[4-(trifluoromethyl)anilino]benzoyl]amino]carbamoyl]cyclopropyl]carbamate C(C)(C)(C)OC(N(C1(CC1)C(NNC(C1=C(C=CC=C1)NC1=CC=C(C=C1)C(F)(F)F)=O)=O)C)=O.CC1=CC=C(C=C1)S(=O)(=O)[C@H]1COCC1